6-cyclopropyl-2-hydroxy-6,7-dihydro-5H-pyrrolo[3,4-b]Pyridin-5-one C1(CC1)N1CC2=NC(=CC=C2C1=O)O